tert-butyl (1-(3-(4-(3-((2,6-dioxopiperidin-3-yl)(methyl)amino)phenyl)piperazin-1-yl)propanoyl)piperidin-4-yl)carbamate O=C1NC(CCC1N(C=1C=C(C=CC1)N1CCN(CC1)CCC(=O)N1CCC(CC1)NC(OC(C)(C)C)=O)C)=O